thiazolethione S1(C=NC=C1)=S